2-[3-Chloro-6-[5-methyl-1-[1-(oxetan-3-yl)azetidin-3-yl]triazol-4-yl]pyrazolo[1,5-a]pyridin-4-yl]oxy-1-(3,5-difluoro-2-pyridyl)ethanol ClC=1C=NN2C1C(=CC(=C2)C=2N=NN(C2C)C2CN(C2)C2COC2)OCC(O)C2=NC=C(C=C2F)F